C1(CC1)C([C@@H](C(=O)NC=1N=NN(C1)C(C)C=1C(NC=C(C1)F)=O)NC(=O)C=1N(N=CC1)C(C)C)C1CC1 N-[(1S)-1-(dicyclopropylmethyl)-2-[[1-[1-(5-fluoro-2-oxo-1H-pyridin-3-yl)ethyl]triazol-4-yl]amino]-2-oxo-ethyl]-2-isopropyl-pyrazole-3-carboxamide